naphthalen-2-yl-boric acid C1=C(C=CC2=CC=CC=C12)OB(O)O